3-[(2-ethyl-3-fluorophenyl)amino]-1H,5H,6H,7H-pyrrolo[3,2-c]pyridin-4-one C(C)C1=C(C=CC=C1F)NC1=CNC2=C1C(NCC2)=O